diethoxymethane C(C)OCOCC